ClC=1C=C(C=CC1)C1=CC=C2C(CCSC2=C1)NC(O[C@@H]1CN2CCC1CC2)=O (S)-quinuclidin-3-yl (7-(3-chlorophenyl)thiochroman-4-yl)carbamate